5-hydroxy-2,3-dimethoxypyridine OC=1C=C(C(=NC1)OC)OC